2,5-dioxopyrrolidin-1-yl acrylate C(C=C)(=O)ON1C(CCC1=O)=O